5-pentyl-N-(1H-pyrazol-3-yl)picolinamide hydrogen chloride Cl.C(CCCC)C=1C=CC(=NC1)C(=O)NC1=NNC=C1